7-(2-benzyloxy-ethoxy)-5-methoxy-2-(2-methoxymethoxymethyl-benzo-furan-5-yl)-3H-quinazolin-4-one C(C1=CC=CC=C1)OCCOC1=CC(=C2C(NC(=NC2=C1)C=1C=CC2=C(C=C(O2)COCOC)C1)=O)OC